[O-2].[Ta+5].[Ir+3].[Ru+3] Ruthenium-iridium-tantalum oxide